NC=1C2=C(N=CN1)N(C(=C2C2=CC(=C(C=C2)OC2=NC=C(C=N2)C)OC)C2=CC=C(C=C2)NC(C=C)=O)C N-(4-(4-amino-5-(3-methoxy-4-((5-methylpyrimidin-2-yl)oxy)phenyl)-7-methyl-7H-pyrrolo[2,3-d]pyrimidin-6-yl)phenyl)acrylamide